OC1=C(C(OC(=C1)C)=O)C(CCCCCCCCCCCCC)=O 4-Hydroxy-6-methyl-3-tetradecanoyl-2H-pyran-2-one